P(O)(=O)(OP(=O)(O)OP(=O)(O)O)OC[C@@H]1[C@H](C[C@@H](O1)N1C(=O)N=C(N)C=C1)O.ClC1=NN=C(C2=CC=CC=C12)C1=C(C=C(C=C1)C(F)(F)F)OCOC 1-chloro-4-[2-(methoxymethoxy)-4-(trifluoromethyl)phenyl]phthalazine deoxycytidine-5'-triphosphate